4-(bicyclo[1.1.1]pentan-1-ylamino)-6-chloronicotinonitrile C12(CC(C1)C2)NC2=CC(=NC=C2C#N)Cl